N-(1-phenyl-2-(p-toluenesulfonyl)vinyl)methacrylamide C1(=CC=CC=C1)C(=CS(=O)(=O)C1=CC=C(C)C=C1)NC(C(=C)C)=O